NCCC1=CN=C2C(C3=C(NC2=C1)N=C(N(C3=O)C3=CC=CC=C3)C3CCC3)=O 8-(2-aminoethyl)-2-cyclobutyl-3-phenylpyrimido[4,5-b][1,5]naphthyridine-4,5(3H,10H)-dione